Hydroxy-5-methyl-4-[2-[[(2S)-2-hydroxy-1,2,3,5,6,7,8,8a-octahydroindolizin-8-yl]amino]oxazolo[4,5-b]pyridin-5-yl]benzonitrile OC1=C(C#N)C=C(C(=C1)C1=CC=C2C(=N1)N=C(O2)NC2CCCN1C[C@H](CC21)O)C